((2R,3S,4R,5R)-5-(3-(tert-Butoxycarbonyl) pyridin-1-ium-1-yl)-3,4-dihydroxytetrahydrofuran-2-yl) methylphosphonate CP(O[C@H]1O[C@H]([C@@H]([C@@H]1O)O)[N+]1=CC(=CC=C1)C(=O)OC(C)(C)C)([O-])=O